C(C)OC(C/C(/C(C)(C)C)=N\OCC(=O)O)=O (E)-2-(((1-ethoxy-4,4-dimethyl-1-oxopent-3-ylidene)amino)oxy)acetic acid